B1(OB2OB(OB(O1)O2)[O-])[O-] tetraborate